2-(5-methyl-3-((3aS,7aR)-octahydro-1H-pyrrolo[2,3-c]pyridin-1-yl)-1,2,4-triazin-6-yl)-5-(trifluoromethyl)phenol HCl Cl.CC=1N=C(N=NC1C1=C(C=C(C=C1)C(F)(F)F)O)N1CC[C@H]2[C@@H]1CNCC2